tritolylamine dimethacrylate C(C(=C)C)(=O)O.C(C(=C)C)(=O)O.C1(=C(C=CC=C1)N(C1=C(C=CC=C1)C)C1=C(C=CC=C1)C)C